((7-(8-methyl-2,3-dihydro-1H-pyrido[2,3-b][1,4]oxazin-7-yl)-5,6,7,8-tetrahydropyrido[3,4-d]pyrimidin-2-yl)amino)-5,6,7,8-tetrahydroquinolin-6-ol CC1=C(C=NC=2OCCNC21)N2CC=1N=C(N=CC1CC2)NC2=NC=1CCC(CC1C=C2)O